4-((2,6-difluorophenyl)ethynyl)-N,N-dimethylisoquinolin-1-amine FC1=C(C(=CC=C1)F)C#CC1=CN=C(C2=CC=CC=C12)N(C)C